NC=1C=2N(C3=CC(=CC=C3N1)C(=O)N(C)[C@H]1C3=C(SC1)C=C(C=C3)S(=O)(=O)C3CC3)C=NC2 (S)-4-amino-N-(6-(cyclopropylsulfonyl)-2,3-dihydrobenzo[b]thiophen-3-yl)-N-methylimidazo[1,5-a]quinoxaline-8-carboxamide